p-methoxyamphetamine CC(CC1=CC=C(C=C1)OC)N